BrC=1C=C2C3(C(NC2=CC1)=O)CCCC3 5'-bromospiro[cyclopentane-1,3'-indolin]-2'-one